2-[6-amino-5-[8-[2-[3-(7-oxa-4-azaspiro[2.5]oct-4-yl)prop-1-ynyl]-4-pyridinyl]-3,8-diazabicyclo[3.2.1]oct-3-yl]pyridazin-3-yl]phenol NC1=C(C=C(N=N1)C1=C(C=CC=C1)O)N1CC2CCC(C1)N2C2=CC(=NC=C2)C#CCN2C1(CC1)COCC2